C(C1=CC=CC=C1)N1C(C=2N=C(N([C@H]3[C@H](O)[C@H](O)[C@@H](CO)O3)C2N=C1N)Br)=O 1-Benzyl-8-bromoguanosine